ON=C(N)C=1C=C2CC[C@H](C2=CC1)NC(=O)C=1C=NN(C1)C (R)-N-(5-(N'-hydroxycarbamimidoyl)-2,3-dihydro-1H-inden-1-yl)-1-methyl-1H-pyrazole-4-carboxamide